1-(4-chloro-3-fluorophenyl)-N'-(4-fluorophenyl)-2-oxo-1,9-diazaspiro[5.5]undecane-9-carboximidhydrazide ClC1=C(C=C(C=C1)N1C(CCCC12CCN(CC2)C(NNC2=CC=C(C=C2)F)=N)=O)F